3-(5-amino-4-carbamoylpyridin-2-yl)piperidine-1-carboxylate NC=1C(=CC(=NC1)C1CN(CCC1)C(=O)[O-])C(N)=O